N[C@H](C(=O)NCCC(=O)NCCNC(CBr)=O)CCN(C(CO)=O)[C@H](C(C)(C)C)C=1N(C=C(C1)C1=C(C=CC(=C1)F)F)CC1=CC=CC=C1 (2S)-2-amino-4-[{(1R)-1-[1-benzyl-4-(2,5-difluorophenyl)-1H-pyrrol-2-yl]-2,2-dimethylpropyl}(glycoloyl)amino]-N-[3-({2-[(bromoacetyl)amino]ethyl}amino)-3-oxopropyl]butanamid